COC(C1=C(C(=CC(=C1)Br)F)C(C1=CC=C(C=C1)Cl)=O)=O 5-bromo-2-(4-chlorobenzoyl)-3-fluorobenzoic acid methyl ester